carbonyl-cholesterol C(=O)=CC(C)CCC[C@@H](C)[C@H]1CC[C@H]2[C@@H]3CC=C4C[C@@H](O)CC[C@]4(C)[C@H]3CC[C@]12C